C(C1=CC=CC=C1)OCC12OCC(CC1)(CC2)COC2OCCCC2 1-((benzyloxy)methyl)-4-(((tetrahydro-2H-pyran-2-yl)oxy)methyl)-2-oxabicyclo[2.2.2]octane